Dimethylsilylene-(2-isopropyl-4-(p-tert-butyl-phenyl)indenyl)(2,7-dimethyl-4-(p-tert-butyl-phenyl)indenyl)zirconium dichloride [Cl-].[Cl-].C[Si](=[Zr+2](C1C(=CC2=C(C=CC(=C12)C)C1=CC=C(C=C1)C(C)(C)C)C)C1C(=CC2=C(C=CC=C12)C1=CC=C(C=C1)C(C)(C)C)C(C)C)C